C1(=CC=CC=C1)S(=O)(=O)C1=CC=C(C=C1)C(C(CC)=NO)=O 1-(4-(phenylsulfonyl)phenyl)butane-1,2-dione-2-oxime